2-(3,5-difluoro-2-(1-fluoroethyl)phenyl)-1,3-dioxolane FC=1C(=C(C=C(C1)F)C1OCCO1)C(C)F